FC1=C(C(=C(C(=C1[B-](C1=C(C(=C(C(=C1F)F)F)F)F)(C1=C(C(=C(C(=C1F)F)F)F)F)C1=C(C(=C(C(=C1F)F)F)F)F)F)F)F)F.C1(=CC=CC=C1)[IH+] Phenyl-iodonium tetrakis(pentafluorophenyl)borate